2,7-dimethylundecane CC(C)CCCCC(CCCC)C